4,4'-(propane-2,2-diyl)bis(2,6-dimethylphenol) CC(C)(C1=CC(=C(C(=C1)C)O)C)C1=CC(=C(C(=C1)C)O)C